C(C)NC=NC N-ethyl-N'-methyl-formamidine